FC1=CC=C(C=C1)N1NC(C2=CC(=C3C(=C12)C=CC=C3)OC)=O 1-(4-Fluorophenyl)-5-methoxy-1H-benzo[g]indazol-3(2H)-on